C(C)OC1=CC(=NC=C1C#N)CN1C(C2=CC(=CC(=C2CC1)NN)CN1C(=NC=C1)C)=O 4-ethoxy-6-((5-hydrazinyl-7-((2-methyl-1H-imidazol-1-yl)methyl)-1-oxo-3,4-dihydroisoquinolin-2(1H)-yl)methyl)nicotinonitrile